1,1,3,3-Tetraethoxypropane undecyl-15-((tert-butyldiphenylsilyl)oxy)-7-oxopentadecanoate C(CCCCCCCCCC)OC(CCCCCC(CCCCCCCCO[Si](C1=CC=CC=C1)(C1=CC=CC=C1)C(C)(C)C)=O)=O.C(C)OC(CC(OCC)OCC)OCC